3,3,3-trifluoro-2-methyl-propionic acid FC(C(C(=O)O)C)(F)F